N[C@H]1C[C@H](CCC1)C(=O)O (1S,3R)-3-AMINO-CYCLOHEXANECARBOXYLIC ACID